OC(C#C)C D(-)-3-hydroxybutyn